C(CCCCCCCCCCC=CCC=CCC)(=O)O Octadeca-12,15-dienoic acid